(Z,Z)-10,12-Tetradecadienyl acetate C(C)(=O)OCCCCCCCCC\C=C/C=C\C